5,7-Dimethyl-6-phenyl-2-(pyridin-2-yl)-2,6-dihydro-1H-pyrrolo[3,4-d]pyridazin-1-one CC=1N(C(=C2C(N(N=CC21)C2=NC=CC=C2)=O)C)C2=CC=CC=C2